2-[(trimethoxysilyl)methyl]-1,3-propanediol CO[Si](OC)(OC)CC(CO)CO